[Cl-].[Cl-].FC(C1=CC=C(C=C1)C(=[Zr+2](C1=CC=CC2=C3C(=C4C=5C=CC=CC5CC4=C21)C=CC=C3)C3C=CC=C3)C3=CC=C(C=C3)C(F)(F)F)(F)F di(p-trifluoromethyl-phenyl)methylene(cyclopentadienyl)(dibenzofluorenyl)zirconium dichloride